5-(5-(3,5-dichlorophenyl)-5-(trifluoromethyl)-4,5-dihydroisoxazol-3-yl)-3-methyl-N-neopentyl-5,6-dihydro-4H-thieno[2,3-c]pyrrole-2-carboxamide ClC=1C=C(C=C(C1)Cl)C1(CC(=NO1)N1CC2=C(C1)C(=C(S2)C(=O)NCC(C)(C)C)C)C(F)(F)F